COC1=C2C(NC(=NC2=CC(=C1)OC)C1=CC=C(C=C1)N1CCC(CC1)N(C)CC1=C(C=CC=C1)C1C(NC(CC1)=O)=O)=O 3-(2-(((1-(4-(5,7-dimethoxy-4-oxo-3,4-dihydroquinazolin-2-yl)phenyl)piperidin-4-yl)(methyl)amino)methyl)phenyl)piperidine-2,6-dione